ClC1=CC=C(CN2C3(CN(C3)C=3C=NC=CC3)C(N(CC2=O)C(C)C)=O)C=C1 5-(4-chlorobenzyl)-8-isopropyl-2-(pyridin-3-yl)-2,5,8-triazaspiro[3.5]-nonane-6,9-dione